ClC1=NC2=C(C=CC=C2C(=C1C#N)Cl)C 2,4-dichloro-8-methylquinoline-3-carbonitrile